N1(CCC1)CCN(CC=C(C1=CC=CC=C1)C1=CC=CC=C1)[C@H](C)C1=CC=C(C=C1)OC (R)-N-(2-(azetidin-1-yl)ethyl)-N-(1-(4-methoxyphenyl)ethyl)-3,3-diphenylprop-2-en-1-amine